5,15-bis(4-carboxyphenyl)porphin C(=O)(O)C1=CC=C(C=C1)C=1C2=CC=C(N2)C=C2C=CC(C(=C3C=CC(=CC=4C=CC1N4)N3)C3=CC=C(C=C3)C(=O)O)=N2